(R)-Ethyl 4-(2-methoxy-2-phenylacetamido)piperidine-1-carboxylate CO[C@@H](C(=O)NC1CCN(CC1)C(=O)OCC)C1=CC=CC=C1